CN(CCN1CCN(CC1)C1=C(C(=NC(=N1)SC1=C(C=C(C=C1)S(=O)(=O)C)F)NC1=NNC(=C1)C)OC)C 6-(4-(2-(dimethylamino)ethyl)piperazin-1-yl)-2-((2-fluoro-4-(methylsulfonyl)phenyl)thio)-5-methoxy-N-(5-methyl-1H-pyrazol-3-yl)pyrimidin-4-amine